COC(CCC(=CCCC(C=C)C)C)OC 10,10-dimethoxy-3,7-dimethyldecan-1,6-diene